2-(2,2-difluorocyclopentyl)ethylamine FC1(C(CCC1)CCN)F